C(C)(C)(C)OC(=O)N1C[C@@H]([C@H](C1)F)NC1=NC(=CC=C1)C1=CN=C2N1N=C(C=C2)Cl (3S,4S)-3-[[6-(6-chloroimidazo[1,2-b]pyridazin-3-yl)-2-pyridinyl]amino]-4-fluoro-pyrrolidine-1-carboxylic acid tert-butyl ester